cyano-2,4-dihydroxycinnamate C(#N)OC(C=CC1=C(C=C(C=C1)O)O)=O